COC(=O)C1(CC1)C1=CC(=CC(=C1)C=1N(N=C2C(N(CCC21)C(C2=C(C(=CC=C2)OC)Cl)=O)C)C)Cl 1-[3-chloro-5-[6-(2-chloro-3-methoxy-benzoyl)-2,7-dimethyl-5,7-dihydro-4H-pyrazolo[3,4-c]pyridin-3-yl]phenyl]cyclopropanecarboxylic acid methyl ester